C(C=C)C1=C(N)C=CC=C1 2-allyl-aniline